4,4-bis(2-ethylhexyl)-dithienothiole C(C)C(CS1(C2=C(C3=C1C=CS3)C=CS2)CC(CCCC)CC)CCCC